FC(C(C(C(C(C(F)(F)COCF)(F)F)(F)F)(F)F)(F)F)C(F)(F)F Fluoromethyl tetradecafluoroheptyl-methyl ether